CON1C(=NC(=C1C(=O)O)C)C1=CC=CC=C1 methoxy-4-methyl-2-phenyl-1H-imidazole-5-carboxylic acid